C(C(C)C)S(=O)(=O)C=1C=CC(=C(C1)N1C(CNCC1)C)OC 1-(5-Isobutylsulfonyl-2-methoxy-phenyl)-2-methylpiperazine